C1(=CC=CC=C1)NS(=O)(=O)CCN1CCCCC1 N-phenyl-2-(piperidin-1-yl)ethane-1-sulfonamide